(E)-2-cyano-N-(2,5,8,11,14,17-hexaoxanonadecan-19-yl)-3-(6-(piperidin-1-yl)naphthalen-2-yl)acrylamide C(#N)/C(/C(=O)NCCOCCOCCOCCOCCOCCOC)=C\C1=CC2=CC=C(C=C2C=C1)N1CCCCC1